(3R)-tert-butyl 8-(isoxazol-5-yl)-3,10-dimethyl-11-oxo-3,4,8,9,10,11-hexahydro-1H-pyrido[4',3':3,4]pyrazolo[1,5-a][1,4]diazepine-2(7H)-carboxylate O1N=CC=C1C1CN(C(C=2N(C1)N=C1C2CN([C@@H](C1)C)C(=O)OC(C)(C)C)=O)C